2,2,2-trifluoro-1-(2-methylphenyl)ethanone FC(C(=O)C1=C(C=CC=C1)C)(F)F